propylenebis-myristamide C(C(C)CCCCCCCCCCCCCC(=O)N)CCCCCCCCCCCCCC(=O)N